BrC1=CC=CC2=CC=CC=C12 1-Bromo-naphthalene